N-{[(2S)-1-methylpyrrolidin-2-yl]methyl}-[2,3'-bipyridine]-6-carboxamide CN1[C@@H](CCC1)CNC(=O)C1=CC=CC(=N1)C=1C=NC=CC1